vinyl-monoethoxysilane C(=C)[SiH2]OCC